NC1=NC=NN2C1=C(C=C2C=2C=C(C(=NC2)OC)C(=O)N[C@@H]2CN(C[C@@H]2F)S(=O)(=O)C2=C(C=CC(=C2)OC)OC)C(F)(F)F 5-[4-amino-5-(trifluoromethyl)pyrrolo[2,1-f][1,2,4]triazin-7-yl]-N-[(3R,4S)-1-(2,5-dimethoxybenzenesulfonyl)-4-fluoropyrrolidin-3-yl]-2-methoxypyridine-3-carboxamide